C(C)(=O)O[C@H]1[C@H](O[C@@H]([C@@H]([C@@H]1OC(C)=O)OC(C)=O)C(=O)OC)Br (2R,3R,4S,5R,6S)-2-bromo-6-(methoxycarbonyl)tetrahydro-2H-pyran-3,4,5-triyl triacetate